4-(3-chloro-5-nitrophenyl)-2-methyl-3,6-dihydro-2H-pyran ClC=1C=C(C=C(C1)[N+](=O)[O-])C=1CC(OCC1)C